CN1N=CC2=CC=C(C=C12)C(=O)O 1-methyl-1H-indazole-6-carboxylic acid